C(C)(C)(C)OC(CCOCC(NC(COCCOCCOCCNC1=CC=CC=C1)=O)COCCC(=O)OC(C)(C)C)=O tert-butyl 13-((3-(tert-butoxy)-3-oxopropoxy)methyl)-11-oxo-1-(phenylamino)-3,6,9,15-tetraoxa-12-azaoctadecan-18-oate